2,2,4-trimethyl-1,3-pentanediol dimethacrylate C(C(=C)C)(=O)OCC(C(C(C)C)OC(C(=C)C)=O)(C)C